(R)-3-methyl-2-(9-(piperidin-3-yl)-6,7,8,9-tetrahydro-5H-pyridazino[3,4-b]azepin-3-yl)-5-(trifluoromethyl)phenol CC=1C(=C(C=C(C1)C(F)(F)F)O)C1=CC2=C(N(CCCC2)[C@H]2CNCCC2)N=N1